2-mercapto-6-(trifluoromethyl)nicotinonitrile SC1=C(C#N)C=CC(=N1)C(F)(F)F